3,4-dihydronaphthalene-2-sulfonic acid Difluoromethyl ester FC(F)OS(=O)(=O)C1=CC2=CC=CC=C2CC1